3-(((1H-indol-4-yl)methyl)(4-(3,4-dichlorophenyl)-5-isobutylthiazol-2-yl)amino)propanoic acid N1C=CC2=C(C=CC=C12)CN(CCC(=O)O)C=1SC(=C(N1)C1=CC(=C(C=C1)Cl)Cl)CC(C)C